FC=1C=CC(=C(C1)C1(CC1)N)OC 1-(5-fluoro-2-methoxy-phenyl)cyclopropylamine